5-(5-chloro-2-(isopropylamino)pyridin-4-yl)-N-(3-fluoro-2-(hydroxymethyl)benzyl)thiazole-2-formamide ClC=1C(=CC(=NC1)NC(C)C)C1=CN=C(S1)C(=O)NCC1=C(C(=CC=C1)F)CO